C1(CC1)C1=CC(=C(S1)C(=O)N)OC1CCN(CC1)C 5-cyclopropyl-3-((1-methylpiperidin-4-yl)oxy)thiophene-2-carboxamide